N1N=C(C=2C=C3C(CC12)=C3)C(=O)N 6H-cyclopropa[f]indazole-3-carboxamide